dicyanocyclobutane C(#N)C1(CCC1)C#N